trioctyl 2-hydroxypropane-1,2,3-tricarboxylate OC(CC(=O)OCCCCCCCC)(CC(=O)OCCCCCCCC)C(=O)OCCCCCCCC